N-(2-bromo-6-methyl-4-(trifluoromethyl)phenyl)-2,2,2-trifluoroacetamide BrC1=C(C(=CC(=C1)C(F)(F)F)C)NC(C(F)(F)F)=O